O(C1=CC=CC=C1)[Si](CCCC1C(=O)OC(C1)=O)(OC1=CC=CC=C1)OC1=CC=CC=C1 3-(triphenoxysilyl)propylsuccinic anhydride